2-[(3-methoxyphenyl)methyl-[(4-methoxyphenyl)-methyl]amino]ethanehydroxamic acid COC=1C=C(C=CC1)CN(CC(=O)NO)CC1=CC=C(C=C1)OC